ClC1=CC=C2CCN(C2=C1)C1=NC=NC2=CC=C(C=C12)C=1C=NC=C(C=O)C1 5-(4-(6-chloroindolin-1-yl)quinazolin-6-yl)nicotinaldehyde